N(=[N+]=[N-])CCOCCN 2-(2-azidoethoxy)ethan-1-amine